6-((1-(3-(3-chloro-1H-pyrazol-1-yl)-4,4-difluorobutyryl)-4-hydroxypiperidin-4-yl)methyl)-3-(6-chloro-3-oxo-2,3-dihydro-1H-inden-5-yl)isothiazolo[4,3-d]pyrimidin-7(6H)-one ClC1=NN(C=C1)C(CC(=O)N1CCC(CC1)(O)CN1C=NC=2C(C1=O)=NSC2C=2C=C1C(CCC1=CC2Cl)=O)C(F)F